ClC1=C(C=CC=C1)[C@@H]1[C@H](OC(O1)C1=CC=CC=C1)CO ((4R,5R)-5-(2-chlorophenyl)-2-phenyl-1,3-dioxolan-4-yl)methanol